2-Amino-N-(4-(((2S,4R)-2-methyl-1-propionyl-1,2,3,4-tetrahydroquinolin-4-yl)amino)phenyl)acetamide hydrochloride Cl.NCC(=O)NC1=CC=C(C=C1)N[C@@H]1C[C@@H](N(C2=CC=CC=C12)C(CC)=O)C